3-(5-((1-(2,6-dimethoxy-4-(1,4,5-trimethyl-6-oxo-1,4,5,6-tetrahydropyridin-3-yl)benzyl)azetidin-3-yl)ethynyl)-3-methyl-2-oxo-2,3-dihydro-1H-benzo[d]imidazol-1-yl)piperidine-2,6-dione COC1=C(CN2CC(C2)C#CC2=CC3=C(N(C(N3C)=O)C3C(NC(CC3)=O)=O)C=C2)C(=CC(=C1)C1=CN(C(C(C1C)C)=O)C)OC